3-({[(1R)-6-[(2-methoxyphenyl)(methyl)amino]-1,2,3,4-tetrahydronaphthalen-1-yl]methyl}amino)pyridine-4-carboxylic acid COC1=C(C=CC=C1)N(C=1C=C2CCC[C@H](C2=CC1)CNC=1C=NC=CC1C(=O)O)C